2-chloro-N-(5-methyl-1H-pyrazol-3-yl)quinazolin-4-amine ClC1=NC2=CC=CC=C2C(=N1)NC1=NNC(=C1)C